tert-butyl-3-amino-1-(4-isopropylphenyl)-4H,6H,7H-pyrazolo[4,3-c]pyridine-5-carboxylate C(C)(C)(C)OC(=O)N1CC2=C(CC1)N(N=C2N)C2=CC=C(C=C2)C(C)C